(R)-6-((3,5-difluoro-4-((1-methyl-1H-pyrazol-4-yl)oxy)benzyl)oxy)-10,10a-dihydro-1H-oxazolo[3',4':3,4]imidazo[1,2-c]pyrimidin-8(3H)-one FC=1C=C(COC=2C=C3N(C(N2)=O)C[C@H]2N3COC2)C=C(C1OC=1C=NN(C1)C)F